ClC1=NC(=NC2=C1NC=1C=C(C(=CC21)F)F)C 4-chloro-7,8-difluoro-2-methyl-5H-pyrimido[5,4-b]indole